N-((1s,3r,5R,7S)-3-((2-(5-fluoroisoindolin-2-yl)-2-oxoethyl)amino)adamantan-1-yl)-[1,1'-biphenyl]-4-carboxamide hydrochloride Cl.FC=1C=C2CN(CC2=CC1)C(CNC12CC3(C[C@@H](C[C@H](C1)C3)C2)NC(=O)C2=CC=C(C=C2)C2=CC=CC=C2)=O